FC=1C(=C(C=CC1F)[C@H]1[C@@H](O[C@]([C@H]1C)(C(F)(F)F)C)C1=CC(C(=C(N1)C)SC)=O)OC 6-((2R,3S,4S,5R)-3-(3,4-difluoro-2-methoxyphenyl)-4,5-dimethyl-5-(trifluoromethyl)tetrahydrofuran-2-yl)-2-methyl-3-(methylthio)pyridin-4(1H)-one